ClC=1C=C(C(=O)N2CC=3C(=NN4C3C(N(C[C@H]4C)[C@H](C)C4=NN(C(C=C4)=O)C)=O)C[C@H]2C)C=CC1Cl |o1:18| (3R,7R)-2-(3,4-dichlorobenzoyl)-3,7-dimethyl-9-((R*)-1-(1-methyl-6-oxo-1,6-dihydropyridazin-3-yl)ethyl)-1,2,3,4,8,9-hexahydropyrido[4',3':3,4]pyrazolo[1,5-a]pyrazin-10(7H)-one